C1(CC1)OC=1SC2=C(N1)NC(=C2)C(=O)NC2CN[Si](CCC2)(C)C 2-(cyclopropoxy)-N-(1,1-dimethylsilazepan-4-yl)-4H-pyrrolo[2,3-d]thiazole-5-carboxamide